4-(((S)-4-ethyl-8-fluoro-4-hydroxy-9-methoxy-3,14-dioxo-3,4,12,14-tetrahydro-1H-pyrano[3',4':6,7]indolizino[1,2-b]quinolin-11-yl)methyl)-1-methylpiperazin-1-ium formate C(=O)[O-].C(C)[C@]1(C(OCC=2C(N3CC=4C(=NC=5C=C(C(=CC5C4CN4CC[NH+](CC4)C)OC)F)C3=CC21)=O)=O)O